2-[2-[2-[3-(Dibenzylamino)-2-fluoro-propoxy]ethoxy]ethyl]isoindoline-1,3-dione C(C1=CC=CC=C1)N(CC(COCCOCCN1C(C2=CC=CC=C2C1=O)=O)F)CC1=CC=CC=C1